N-(4-(2-amino-3-(3-methyl-3-morpholinobut-1-ynyl)pyridin-4-yloxy)-3-fluorophenyl)-3-(4-fluorophenyl)-2,4-dioxo-1-(tetrahydro-2H-pyran-4-yl)-1,2,3,4-tetrahydropyrimidine-5-carboxamide NC1=NC=CC(=C1C#CC(C)(N1CCOCC1)C)OC1=C(C=C(C=C1)NC(=O)C=1C(N(C(N(C1)C1CCOCC1)=O)C1=CC=C(C=C1)F)=O)F